1-(3-(ethoxymethyl)-3-(2-(5-fluorothiophen-2-yl)ethylpyrrolidin-1-yl)cyclopropyl)-2-methylpyridine C(C)OCC1(CC1N1C(C=CC=C1)C)N1C(CCC1)CCC=1SC(=CC1)F